NC=1N=NC(=CC1N1CC2CCC(C1)N2C2=CC(=NC=C2)C#CCN2C(CCCC2)C(=O)NC)C2=C(C=CC=C2)O 1-[3-[4-[3-[3-amino-6-(2-hydroxyphenyl)pyridazin-4-yl]-3,8-diazabicyclo[3.2.1]oct-8-yl]-2-pyridinyl]prop-2-ynyl]-N-methyl-piperidine-2-carboxamide